P(=O)(OCN1N=CC(=N1)CN)(OC1=CC=CC=C1)OC1=CC=CC=C1 (4-(aminomethyl)-2H-1,2,3-triazol-2-yl)methyl diphenyl phosphate